1-(4-iodobenzyl)-3-phenethyl-quinazoline-2,4(1H,3H)-dione IC1=CC=C(CN2C(N(C(C3=CC=CC=C23)=O)CCC2=CC=CC=C2)=O)C=C1